C(C1=CC=CC=C1)OC1CCN(CC1)C1=C(N=C(S1)NC)C(=O)OCC Ethyl 5-[4-(benzyloxy)piperidin-1-yl]-2-(methylamino)-1,3-thiazole-4-carboxylate